2-chloro-3-(cyclopropylmethoxy)-6-isopropyl-6-methyl-10-oxo-5,10-dihydro-6H-pyrido[1,2-H][1,7]Naphthyridine-9-carboxylic acid methyl ester COC(=O)C=1C(C=C2N(C(CC=3C=C(C(=NC23)Cl)OCC2CC2)(C)C(C)C)C1)=O